FC=1C=C(C=C(C1N1S(NC(C1)=O)(=O)=O)O)NC(=O)NC12CC(C1)(C2)CO 1-[3-fluoro-5-hydroxy-4-(1,1,4-trioxo-1,2,5-thiadiazolidin-2-yl)phenyl]-3-[3-(hydroxymethyl)-1-bicyclo[1.1.1]pentanyl]urea